2-methyl-2-(4-phenoxy-phenyl)trans-3-hexenedioic acid CC(C(=O)O)(\C=C\CC(=O)O)C1=CC=C(C=C1)OC1=CC=CC=C1